6-(8-fluoronaphthalen-1-yl)-2-methoxy-5H-pyrrolo[3,2-b:5,4-c']dipyridine hydrochloride Cl.FC=1C=CC=C2C=CC=C(C12)C1=NC=CC2=C1NC=1C2=NC(=CC1)OC